N-(4-methoxyphenyl)glycine tert-butyl ester C(C)(C)(C)OC(CNC1=CC=C(C=C1)OC)=O